[Fe].[Pb] plumbum-iron